1-(4'-(cyclopentyloxy)-[1,1'-biphenyl]-4-yl)-3-(quinoxalin-6-yl)prop-2-en-1-one C1(CCCC1)OC1=CC=C(C=C1)C1=CC=C(C=C1)C(C=CC=1C=C2N=CC=NC2=CC1)=O